trinitrosalicylic acid [N+](=O)([O-])C1=C(C(=C(C(C(=O)O)=C1)O)[N+](=O)[O-])[N+](=O)[O-]